2-((2-(3,4-dimethylphenoxy)ethyl)amino)-2-oxoacetic acid CC=1C=C(OCCNC(C(=O)O)=O)C=CC1C